6-(5-methyl-1,3,4-oxadiazol-2-yl)-N-(trans-4-morpholinocyclohexyl)-9H-pyrimido[4,5-b]indol-4-amine CC1=NN=C(O1)C=1C=C2C3=C(NC2=CC1)N=CN=C3N[C@@H]3CC[C@H](CC3)N3CCOCC3